benzyl 2-cyclopropyl-2-methylpropanoate C1(CC1)C(C(=O)OCC1=CC=CC=C1)(C)C